ClC1=C(C=CC=C1)C=1N(CCOCC1)C(=O)OC(C)(C)C tert-butyl 5-(2-chlorophenyl)-2,3-dihydro-1,4-oxazepine-4(7H)-carboxylate